OCCNCCN(CCN)CCO N,N'-di(2-hydroxyethyl)diethylenetriamine